(4-(3-chloropropoxy)phenyl)-3-hydroxy-1,8-naphthyridin ClCCCOC1=CC=C(C=C1)C1=NC2=NC=CC=C2C=C1O